ClC1=C(C=C(C=C1)OCCOC)NC(=O)C=1SC=CC1 N-(2-chloro-5-(2-methoxyethoxy)phenyl)thiophene-2-carboxamide